3-(propan-2-yl)imidazo[1,2-c]pyrido[2,3-e]pyrimidine-2,5(3H,6H)-dione CC(C)C1C(N=C2N1C(NC1=C2N=CC=C1)=O)=O